C(C)(=O)OCC=1NC(=C(C(C1C(=O)OCC)C1=C(C(=CC=C1)F)C(C)(C)F)C(=O)OC)C 3-Ethyl 5-methyl 2-(acetoxymethyl)-4-(3-fluoro-2-(2-fluoropropan-2-yl) phenyl)-6-methyl-1,4-dihydropyridine-3,5-dicarboxylate